(4-(4,6-diphenyl-1,3,5-triazin-2-yl)phenyl)boronic acid C1(=CC=CC=C1)C1=NC(=NC(=N1)C1=CC=CC=C1)C1=CC=C(C=C1)B(O)O